C(C1CO1)N(C1=CC=C(C=C1)CC1=CC=C(N(CC2CO2)CC2CO2)C=C1)CC1CO1 N,N,N',N'-tetraGlycidyl-4,4'-methylenedianiline